(3-Chloro-2,4-dimethyl-5,7-dihydropyrrolo[3,4-b]pyridin-6-yl)-[(3R)-1-pyrimidin-5-ylpyrrolidin-3-yl]methanon ClC=1C(=C2C(=NC1C)CN(C2)C(=O)[C@H]2CN(CC2)C=2C=NC=NC2)C